C(=CC1=CC=CC=C1)=O styreneOne